C1(CC1)C1C(NC2=C(C=CC=C2N1)S(=O)(=O)C)=O 3-cyclopropyl-8-(methylsulfonyl)-3,4-dihydroquinoxalin-2(1H)-one